(1r,2S,5S)-6,6-dimethyl-N-((S)-3-oxo-1-((S)-2-oxopyrrolidin-3-yl)-4-(trifluoromethoxy)butan-2-yl)-3-((S)-2-phenylpropionyl)-3-azabicyclo[3.1.0]hexane-2-carboxamide CC1([C@H]2CN([C@@H]([C@@H]12)C(=O)N[C@@H](C[C@H]1C(NCC1)=O)C(COC(F)(F)F)=O)C([C@@H](C)C1=CC=CC=C1)=O)C